Propyl-5-methoxy-[1,1'-biphenyl]-3,4-diol C(CC)C1=C(C=C(C(=C1O)O)OC)C1=CC=CC=C1